butyl 3-hydroxy-3-(nitromethyl)azetidine-1-carboxylate OC1(CN(C1)C(=O)OCCCC)C[N+](=O)[O-]